CC1(C(C(=C2N1C=C1C=CC=CC1=C2)S(=O)(=O)C2=CC=C(C)C=C2)=O)C 3,3-dimethyl-1-tosylpyrrolo[1,2-b]isoquinolin-2(3H)-one